4-(difluoromethoxy)-2-fluoro-benzenesulfonyl chloride FC(OC1=CC(=C(C=C1)S(=O)(=O)Cl)F)F